1-((1H-pyrazol-4-yl)methyl)-2-(1H-indol-2-yl)-7-methoxy-1H-benzo[d]imidazole-5-carboxylic acid methyl ester COC(=O)C1=CC2=C(N(C(=N2)C=2NC3=CC=CC=C3C2)CC=2C=NNC2)C(=C1)OC